FC=1C=CC(=C(C1)CC(=O)O)C(F)(F)F 2-(5-fluoro-2-(trifluoromethyl)phenyl)acetic acid